5-(2,4-dimethoxyphenyl)-1,3,3,5,7-pentamethyl-octahydrobenzo[c]isoxazole COC1=C(C=CC(=C1)OC)C1(CC2C(N(OC2(C)C)C)C(C1)C)C